ClC=1C=C(C=CC1)C(C)NS(=O)(=O)C=1C=NN(C1)CC=1N=C2N(C=C(C=C2)C2CC2)C1 N-(1-(3-chlorophenyl)ethyl)-1-((6-cyclopropylimidazo[1,2-a]pyridin-2-yl)methyl)-1H-pyrazole-4-sulfonamide